C(C)(C)OC1=CC(=C(C=C1)C(C(C)([N+](=O)[O-])C)=O)C 1-(4-isopropoxy-2-methylphenyl)-2-methyl-2-nitropropan-1-one